C(C1=CC=CC=C1)OC(=O)N1CCN(CC1)C1=C(C=C(C=C1)C=1C(=NC(=CC1)OCC1=CC=CC=C1)OCC1=CC=CC=C1)F 4-(4-(2,6-bis(benzyloxy)pyridin-3-yl)-2-fluorophenyl)piperazine-1-carboxylic acid benzyl ester